OC[C@H](C1=CC=CC=C1)NC1=CC(=NC=C1C1=NC(=NO1)C12CCN(CC1)CC2)NC=2N=CC1=C(N2)C(OC1=O)(C)C (S)-2-((4-((2-Hydroxy-1-phenylethyl)amino)-5-(3-(quinuclidin-4-yl)-1,2,4-oxadiazol-5-yl)pyridin-2-yl)amino)-7,7-dimethylfuro[3,4-d]pyrimidin-5(7H)-one